tert-butyl (E)-(2-(((2-(benzyl(2-(methylamino)-2-oxoethyl)amino)benzo[d]oxazol-6-yl)oxy)methyl)-3-fluoroallyl)carbamate C(C1=CC=CC=C1)N(C=1OC2=C(N1)C=CC(=C2)OC\C(\CNC(OC(C)(C)C)=O)=C\F)CC(=O)NC